Methyl (2R,4R,6R)-6-(((benzyloxy)carbonyl)amino)spiro[3.3]heptane-2-carboxylate C(C1=CC=CC=C1)OC(=O)NC1CC2(CC(C2)C(=O)OC)C1